The molecule is a straight-chain fatty acid anion and the conjugate base of 6-oxohexanoic acid, formed by deprotonation of the carboxylic acid group. It is a 6-oxo monocarboxylic acid anion, a straight-chain fatty acid anion, an aldehydic acid anion and an omega-oxo fatty acid anion. It derives from a hexanoate. It is a conjugate base of a 6-oxohexanoic acid. C(CCC(=O)[O-])CC=O